tert-butyl-2-ethynylmorpholin-4-yl formate C(=O)ON1C(C(OCC1)C#C)C(C)(C)C